N-hexanoyl-Aspartic acid C(CCCCC)(=O)N[C@@H](CC(=O)O)C(=O)O